C(C1=CC=CC=C1)SC1=C(C=C(C(=N1)C1CC1)NC(OC(C)(C)C)=O)F tert-butyl (6-(benzylthio)-2-cyclopropyl-5-fluoropyridin-3-yl)carbamate